COC(\C=C\CN(CC)CC)=O (2E)-4-(diethylamino)but-2-enoic acid methyl ester